C1=CC=CC=2C3=CC=CC=C3N(C12)C1=C(OC2=C(N)C=CC=C2)C=CC=C1 2-(2-(9H-carbazole-9-yl)phenoxy)aniline